2-(4-{[(3S)-oxolan-3-yl]oxy}phenyl)-4-[2-(2,2,2-trifluoroethoxy)phenyl]-2,3-dihydro-1H-pyrrolo[3,4-c]pyridin-1-one O1C[C@H](CC1)OC1=CC=C(C=C1)N1CC=2C(=NC=CC2C1=O)C1=C(C=CC=C1)OCC(F)(F)F